2-fluorotetrahydro-1H-pyrrolo[1,2-a]pyrrol FC1CC=2N(C1)CCC2